C1(=CC=C(C=C1)C(=O)Cl)C(=O)Cl benzene-1,4-dicarboxylic acid chloride